4,5-dicyano-2-(trifluoromethyl)imidazole Lithium [Li].C(#N)C=1N=C(NC1C#N)C(F)(F)F